6-isopropyl-2,6,8,9-tetrahydro-7H-1,2,5,6-tetraazabenzo[cd]azulen-7-one C(C)(C)N1C=2C3=C(NN=C3CCC1=O)C=CN2